CN(C(COCC(=O)N(CCCCCCCC)C)=O)CCCCCCCC N,N'-dimethyl-N,N'-dioctyl-3-oxa-glutaramide